piperidin-1-ylbutyramide N1(CCCCC1)C(C(=O)N)CC